4-(2-((8-chloro-2-(4-(trifluoromethoxy)phenoxy)quinolin-6-yl)oxy)ethyl)morpholine ClC=1C=C(C=C2C=CC(=NC12)OC1=CC=C(C=C1)OC(F)(F)F)OCCN1CCOCC1